(±)-1-[4-[[2-(1-Methylethoxy)ethoxy]methyl]phenoxy]-3-[(1-methylethyl)amino]-2-propanol CC(C)OCCOCC1=CC=C(OC[C@@H](CNC(C)C)O)C=C1 |r|